C(C1=CC=CC=C1)OCCOCCOC1=C(C=CC(=C1)C)S(=O)(=O)O 2-[2-(2-benzyloxyethoxy)ethoxy]4-methylbenzenesulfonic acid